tert-butyl 2-((2-((tert-butyldimethylsilyl)oxy)ethyl)(methyl)carbamoyl)-3-hydroxy-7,8-dihydro-4H-pyrazolo[1,5-a][1,4]diazepine-5(6H)-carboxylate [Si](C)(C)(C(C)(C)C)OCCN(C(=O)C1=NN2C(CN(CCC2)C(=O)OC(C)(C)C)=C1O)C